FC1(CCC(CC1)N1N=CC2=C1N=C(NC2=O)SCC=2OC1=C(N2)C=C(C=C1)[N+](=O)[O-])F 1-(4,4-difluorocyclohexyl)-6-(((5-nitrobenzo[d]oxazol-2-yl)methyl)thio)-1,5-dihydro-4H-pyrazolo[3,4-d]pyrimidin-4-one